CS(=O)(=O)CC=1C=CC(=NC1)N 5-((methyl-sulfonyl)methyl)pyridin-2-amine